7-methyl-N-(5-methyl-7-(tetrahydro-2H-pyran-4-yl)-5H-pyrrolo[3,2-d]pyrimidin-2-yl)-[1,2,4]triazolo[1,5-a]pyridin-6-amine CC1=CC=2N(C=C1NC=1N=CC3=C(N1)C(=CN3C)C3CCOCC3)N=CN2